4-(1-((2-((6-azaspiro[3.4]octan-6-yl)methyl)-1H-indol-6-yl)methyl)-1H-1,2,3-triazol-4-yl)-6-(aziridin-1-yl)-1H-indazole C1CCC12CN(CC2)CC=2NC1=CC(=CC=C1C2)CN2N=NC(=C2)C2=C1C=NNC1=CC(=C2)N2CC2